(R)-12-hydroxy-cis-9-octadecenoic acid O[C@@H](C\C=C/CCCCCCCC(=O)O)CCCCCC